C1(C=CC=C1)[Ti](C1=C(C(=CC=C1F)NC(CCCC)(C)C)F)(C1=C(C(=CC=C1F)NC(CCCC)(C)C)F)C1C=CC=C1 bis(cyclopentadienyl)bis[2,6-difluoro-3-(N-dimethylpentylamino)phenyl]titanium